C1(CC1)N1C(N(C(C12CCN(CC2)CC2CCOCC2)=O)C2=CC=C(C=C2)C(F)(F)F)=O 1-cyclopropyl-8-((tetrahydro-2H-pyran-4-yl)methyl)-3-(4-(trifluoromethyl)phenyl)-1,3,8-triazaspiro[4.5]decane-2,4-dione